ClC=1C=C(C=C(C1)C1=CC=CC=C1)C1=CC=2C=CC3=CC=CC=C3C2C=C1 2-(5-chloro-[1,1'-biphenyl]-3-yl)phenanthrene